Racemic-6-(3-((2,2-difluoro-1-(5-methoxypyridin-3-yl)ethyl)glycyl)-3,8-diazabicyclo[3.2.1]octan-8-yl)nicotinonitrile FC(C(C=1C=NC=C(C1)OC)NCC(=O)N1CC2CCC(C1)N2C2=NC=C(C#N)C=C2)F